OC=1C=C(C(=O)OCCC)C=C(C1O)O propyl 3,4,5-Trihydroxybenzoate